α-chloromethyl-styrene ClCC(=C)C1=CC=CC=C1